BrC1(C2N(CCOC12)C(=O)OCC1=CC=CC=C1)F Benzyl 7-bromo-7-fluoro-2-oxa-5-azabicyclo[4.1.0]heptane-5-carboxylate